4-(5-chloro-2-methoxy-phenyl)-6-methyl-N-[6-(3-methylbicyclo[1.1.1]pentan-1-yl)thiazolo[4,5-b]pyrazin-2-yl]pyrazol ClC=1C=CC(=C(C1)C=1C=NN(C1)C1SC=2C(N=CC(N2)(C23CC(C2)(C3)C)C)=N1)OC